O=C1NC(CCC1N1C(C2=CC=CC(=C2C1=O)NC1CCN(CC1)CCCNC(OCC1=CC=CC=C1)=O)=O)=O 1-Benzyl N-[3-[4-[[2-(2,6-dioxo-3-piperidyl)-1,3-dioxo-isoindolin-4-yl]amino]-1-piperidyl]propyl]carbamate